C1=CC=CC=2C3=CC=CC=C3C(C12)COC(=O)N([C@@H]1C(N(CC=C(C1)C)[C@H](C(=O)N(CC(=O)O)C)CC1=CC=C(C=C1)C(F)(F)F)=O)C N-((S)-2-((S)-3-((((9H-fluoren-9-yl)methoxy)carbonyl)(methyl)amino)-5-methyl-2-oxo-2,3,4,7-tetrahydro-1H-azepin-1-yl)-3-(4-(trifluoromethyl)phenyl)propanoyl)-N-methylglycine